((2R,3S,4R,5R)-5-(4-Aminopyrrolo[2,1-f][1,2,4]triazin-7-yl)-5-cyano-3,4-dihydroxytetrahydrofuran-2-yl) methyl ((R)-2-((4-cyano-3-fluorobenzyl) oxy) heneicosanyl) phosphate P(=O)(O[C@H]1O[C@@]([C@@H]([C@@H]1O)O)(C#N)C1=CC=C2C(=NC=NN21)N)(OC)OC[C@@H](CCCCCCCCCCCCCCCCCCC)OCC2=CC(=C(C=C2)C#N)F